CC1=CC=C(C=C1)S(=O)(=O)[O-].[NH+]1=CC=CC=C1 Pyridinium p-toluenesulfonate salt